Cl.Cl.FC(C1=NN=C(O1)C=1C=CC(=NC1)CN(S(=O)(=O)C1CCNCC1)C=1C=C(C=CC1)C)F N-((5-(5-(difluoromethyl)-1,3,4-oxadiazol-2-yl)pyridin-2-yl)methyl)-N-(m-tolyl)piperidine-4-sulfonamide dihydrochloride